3-fluoro-4-hydroxy-5-methoxybenzylamine hydrochloride Cl.FC=1C=C(CN)C=C(C1O)OC